1-[(2R)-2-(4-cyclopropyl-triazol-1-yl)-3,3-dimethyl-butyryl]-4-hydroxy-N-(3-pyrimidin-2-yl-tetrahydrofuran-3-yl)pyrrolidine-2-carboxamide C1(CC1)C=1N=NN(C1)[C@@H](C(=O)N1C(CC(C1)O)C(=O)NC1(COCC1)C1=NC=CC=N1)C(C)(C)C